diethyl biphenyl-4,4-dicarboxylate C1(=CCC(C=C1)(C(=O)OCC)C(=O)OCC)C1=CC=CC=C1